3-((3-exo)-3-((4-((5-methyl-1H-pyrazol-3-yl)amino)-7-(pyrrolidin-1-yl)quinazolin-2-yl)amino)-8-azabicyclo[3.2.1]octan-8-yl)propionitrile CC1=CC(=NN1)NC1=NC(=NC2=CC(=CC=C12)N1CCCC1)NC1CC2CCC(C1)N2CCC#N